2-ethyl-4-(5-(3-fluoro-4-isopropoxyphenyl)-1-methyl-1H-imidazole-2-carboxamido)benzoic acid C(C)C1=C(C(=O)O)C=CC(=C1)NC(=O)C=1N(C(=CN1)C1=CC(=C(C=C1)OC(C)C)F)C